FC1=C(C(=CC=C1OC)N1N=NN=C1)CN (2-fluoro-3-methoxy-6-(1H-tetrazol-1-yl)phenyl)methanamine